OC1=C(C2=CC=CC=C2C=C1)C=NC=1C=C(C=CC1)NC(C(C1=CC=CC=C1)C)=O N-[3-[[(2-Hydroxy-1-naphthalenyl)methylene]amino]phenyl]-α-methylbenzeneacetamide